N-(3-Chloro-1H-indol-7-yl)-1-(fluoromethyl)pyrazol-4-sulfonamid ClC1=CNC2=C(C=CC=C12)NS(=O)(=O)C=1C=NN(C1)CF